BrC=1C(=C(C=CC1)NC(=O)C1=NN2CN(CCC2=C1)CCCF)Cl N-(3-Bromo-2-chlorophenyl)-6-(3-fluoropropyl)-4,5,6,7-tetrahydropyrazolo[1,5-c]pyrimidine-2-carboxamide